C[C@@]1([C@@](O)(O[C@@H]([C@H]([C@@H]1OC(C)=O)OC(C)=O)C(=O)O)Br)OC(C)=O methyl-1-bromo-2,3,4-tri-O-acetyl-α-D-glucuronic acid